C(C=C)(=O)NCCCCCCCC acrylyl-octylamine